4-hydroxy-2-methylnaphthalen-1-yl benzoate C(C1=CC=CC=C1)(=O)OC1=C(C=C(C2=CC=CC=C12)O)C